Cl.Cl.CC1=C(C2=C(C(=N1)N)CNC2)C 6,7-dimethyl-2,3-dihydro-1H-pyrrolo[3,4-c]pyridin-4-amine, dihydrochloride